Kalium hydrogenpersulfat S(=O)(=O)(O)OOS(=O)(=O)[O-].[K+]